N-CBZ-L-phenylalanine C(=O)(OCC1=CC=CC=C1)N[C@@H](CC1=CC=CC=C1)C(=O)O